Methoxy-3,4-dihydroquinolin-2(1H)-one CON1C(CCC2=CC=CC=C12)=O